C(C1=CC=CC=C1)NC(C[C@H](CCN1CCC(CC1)(F)F)NC(=O)C1=NN(C(=C1)C1=C(C=CC=C1)C(F)(F)F)C1CCCC1)=O (3S)-N-benzyl-3-({1-cyclopentyl-5-[2-(trifluoromethyl)phenyl]-1H-pyrazol-3-yl}formamido)-5-(4,4-difluoropiperidin-1-yl)pentanamide